C(C)N1C(=C(C2=CC(=CC=C12)OC)C)C1=CC=C(C=C1)OC 1-Ethyl-5-methoxy-2-(4-methoxyphenyl)-3-methyl-1H-indole